tert-butyl (6-methoxy-5-(2-oxo-2-(pyrrolidin-1-yl)ethyl)pyridin-3-yl)(methyl)carbamate COC1=C(C=C(C=N1)N(C(OC(C)(C)C)=O)C)CC(N1CCCC1)=O